CN1C(=C(C(=C1C)C(C(NCC#C)=O)=O)C)C(=O)NC1=CC=NC=C1 1,3,5-trimethyl-4-(2-oxo-2-(prop-2-yn-1-ylamino)acetyl)-N-(pyridin-4-yl)-1H-Pyrrole-2-carboxamide